OCC(C)(O)C1=C2CCN(C2=CC=C1)C(CNC1=C(C=CC(=C1)C1=NC(=NO1)C)F)=O 1-(4-(1,2-dihydroxypropan-2-yl)indolin-1-yl)-2-((2-fluoro-5-(3-methyl-1,2,4-oxadiazol-5-yl)phenyl)amino)ethan-1-one